BrC=1C=C(OC=2C=NN(C2C(=O)NN(C(=O)OC)CC2=C(C=C(C=C2)C)C)C)C=CC1 methyl 2-(4-(3-bromophenoxy)-1-methyl-1H-pyrazole-5-carbonyl)-1-(2,4-dimethylbenzyl)hydrazine-1-carboxylate